2-{4-[(4-chlorophenyl)carbamoyl]phenyl}-3-(2,3-dihydro-1,4-benzodioxin-6-yl)-1-oxo-1,2,3,4-tetrahydroisoquinoline-4-carboxylic acid ClC1=CC=C(C=C1)NC(=O)C1=CC=C(C=C1)N1C(C2=CC=CC=C2C(C1C1=CC2=C(OCCO2)C=C1)C(=O)O)=O